C(C)(C)(C)OC(N[C@H](CNOCC(N1CCN(CC1)C1=NC=C(C=N1)C(F)(F)F)=O)C)=O (S)-tert-butyl(1-((2-oxo-2-(4-(5-(trifluoromethyl)pyrimidin-2-yl)piperazin-1-yl)ethoxy)amino)propan-2-yl)carbamate